CC1=NC(=CC(=C1)C=1NC2=CC=C(C=C2C1C(C)C)C1CCN(CC1)C(CCN1C(=NC=C1)C)=O)C 1-(4-(2-(2,6-dimethylpyridin-4-yl)-3-isopropyl-1H-indol-5-yl)piperidin-1-yl)-3-(2-methyl-1H-imidazol-1-yl)propan-1-one